BrC1=CC(=C(O[C@H](C(=O)O)C)C=C1)C1=NOC=C1C (2S)-2-[4-bromo-2-(4-methyl-1,2-oxazol-3-yl)phenoxy]propionic acid